ClC1=C(C=CC=C1)C=1C=2N(C(=NC1C)N1CCC3(CCC[C@H]3N)CC1)C=CN2 (R)-8-(8-(2-chlorophenyl)-7-methylimidazo[1,2-c]pyrimidin-5-yl)-8-azaspiro[4.5]decan-1-amine